2-((12-(4-(((3R,4R)-1-(2-cyanoacetyl)-4-methylpiperidin-3-yl)(methyl)amino)-7H-pyrrolo[2,3-d]pyrimidin-7-yl)-3,11-dimethyl-12-oxododecanoyl)oxy)propane-1,3-diyl dioleate C(CCCCCCC\C=C/CCCCCCCC)(=O)OCC(COC(CCCCCCC\C=C/CCCCCCCC)=O)OC(CC(CCCCCCCC(C(=O)N1C=CC2=C1N=CN=C2N(C)[C@H]2CN(CC[C@H]2C)C(CC#N)=O)C)C)=O